C(#N)C1=C2C[C@H](CNC2=CC=C1)[C@@H](C1=CC=CC=C1)NCCC1=CC=C(C=N1)CC(=O)O 2-(6-(2-(((S)-((R)-5-cyano-1,2,3,4-tetrahydroquinolin-3-yl)(phenyl)methyl)amino)ethyl)pyridin-3-yl)acetic acid